ClC=1C=C2C=NNC2=C(C1C)C1=C2C(=NC(=C1C#N)N1CC3(CN(C3)C(C=C)=O)CC1)CC(OC2)(C)C 4-(5-chloro-6-methyl-1H-indazol-7-yl)-7,7-dimethyl-2-(2-(2-propenoyl)-2,6-diazaspiro[3.4]octan-6-yl)-7,8-dihydro-5H-pyrano[4,3-b]pyridine-3-carbonitrile